(S)-5-methyl-8-(2-methylpiperazin-1-yl)-6-oxo-5,6-dihydro-1,5-naphthyridine-2-carbonitrile TFA salt OC(=O)C(F)(F)F.CN1C=2C=CC(=NC2C(=CC1=O)N1[C@H](CNCC1)C)C#N